2,2-dimethyl-3,5-pentanediol dibenzoate C(C1=CC=CC=C1)(=O)OC(C(C)(C)C)CCOC(C1=CC=CC=C1)=O